[N+](=O)([O-])C1=C(C=C(C(=O)OC)C=C1)NC[C@H]1OCCC1 methyl 4-nitro-3-[[(2S)-tetrahydrofuran-2-yl]methylamino]benzoate